(E)-N-((4-bromopyridin-3-yl)methylene)-2-methylpropan-2-sulfinamide BrC1=C(C=NC=C1)\C=N\S(=O)C(C)(C)C